(terphenylyl)[(phenyl)(biphenylyl)triazineyl]dibenzoselenophene C1(=C(C=CC=C1)C1=C(C2=C([Se]C3=C2C=CC=C3)C=C1)C1=NN=NC(=C1C1=C(C=CC=C1)C1=CC=CC=C1)C1=CC=CC=C1)C=1C(=CC=CC1)C1=CC=CC=C1